(R)-N-(2-chloro-4-fluoro-3-((5-fluoro-3-methyl-4-oxo-3,4-dihydroquinazolin-6-yl)amino)phenyl)-3-ethylpyrrolidine-1-sulfonamide trifluoroacetate FC(C(=O)O)(F)F.ClC1=C(C=CC(=C1NC=1C(=C2C(N(C=NC2=CC1)C)=O)F)F)NS(=O)(=O)N1C[C@@H](CC1)CC